(R)-N-(1-(1-isopropylazetidin-3-yl)ethyl)-5-(4-(trifluoromethyl)phenoxy)-2-naphthamide C(C)(C)N1CC(C1)[C@@H](C)NC(=O)C1=CC2=CC=CC(=C2C=C1)OC1=CC=C(C=C1)C(F)(F)F